C(C)(C)(C)OC(=O)N[C@H]1COC2(C1)CCN(CC2)C(=O)OCC2=CC=CC=C2 |r| racemic-benzyl 3-((tert-butoxycarbonyl)amino)-1-oxa-8-azaspiro[4.5]decane-8-carboxylate